(S)-1-(3-(methyl(8-((3-methyl-4-((1-methyl-1H-benzo[d][1,2,3]triazol-5-yl)oxy)phenyl)amino)pyrimido[5,4-d]pyrimidin-2-yl)amino)pyrrolidin-1-yl)prop-2-en-1-one CN([C@@H]1CN(CC1)C(C=C)=O)C=1N=CC2=C(N1)C(=NC=N2)NC2=CC(=C(C=C2)OC2=CC1=C(N(N=N1)C)C=C2)C